FC=1C=CC2=C(NC(=NS2(=O)=O)NCC2=NC=CC=C2F)C1[C@@H](C)C1=C(C=CC=C1)F (S)-6-fluoro-5-(1-(2-fluorophenyl)ethyl)-3-(((3-fluoropyridin-2-yl)methyl)amino)-4H-benzo[e][1,2,4]thiadiazine 1,1-dioxide